silylazepine [SiH3]C=1NC=CC=CC1